CC\1CNCC/C1=C\C(=O)OC methyl (E)-2-(3-methylpiperidin-4-ylidene)acetate